NC1C(C2=C(C=C(C(=C2CC1)OC)C)OC)O 2-amino-5,8-dimethoxy-6-methyl-1,2,3,4-tetrahydronaphthalen-1-ol